2-(2-fluoro-3-hydroxyphenyl)-6-(4-fluoro-3-methoxyphenoxy)-N-methylpyridine-4-carboxamide FC1=C(C=CC=C1O)C1=NC(=CC(=C1)C(=O)NC)OC1=CC(=C(C=C1)F)OC